[Si](C)(C)(C(C)(C)C)OCCOC12CC3(C[C@](C[C@@](C1)(C3)C)(C2)C)CN2N=CC=C2C 1-(((1r,3s,5R,7S)-3-(2-((tert-butyldimethylsilyl)oxy)ethoxy)-5,7-dimethyladamantan-1-yl)methyl)-5-methyl-1H-pyrazole